CC1=NC(=CC=C1B(O)O)C 2,6-dimethyl-pyridine-3-boronic acid